methyl (R)-1,4-benzodioxane-2-carboxylate O1[C@H](COC2=C1C=CC=C2)C(=O)OC